The molecule is an N-(long-chain-acyl)ethanolamine that is the ethanolamide of palmitoleic acid. It has a role as an anti-inflammatory agent. It is a N-(long-chain-acyl)ethanolamine, an endocannabinoid, a N-(monounsaturated fatty acyl)ethanolamine and a N-acylethanolamine 16:1. It derives from a palmitoleic acid. CCCCCC/C=C\\CCCCCCCC(=O)NCCO